FC1=C(C(=CC(=C1)F)OC(C)C)C=1C2=C(C(=NC1C1=NN3C(CN([C@@H](C3)C)C(=O)OC(C)(C)C)=C1)O)C=CS2 tert-butyl (6R)-2-(7-(2,4-difluoro-6-isopropoxyphenyl)-4-hydroxythieno[3,2-c]pyridin-6-yl)-6-methyl-6,7-dihydropyrazolo[1,5-a]pyrazine-5(4H)-carboxylate